1,3,8-triazaspiro[4.5]decane-2,4-dione hydrochloride Cl.N1C(NC(C12CCNCC2)=O)=O